O=C1NC(CCC1N1C(C2=CC=C(C=C2C1=O)N1CCC(CC1)CN1CCC(CC1)OCC1CCN(CC1)C1=NC=NC(=C1)C=1NN=C2C=CC(=CC12)OC1(CC1)C)=O)=O 2-(2,6-dioxo-3-piperidinyl)-5-[4-[[4-[[1-[6-[5-(1-methylcyclopropoxy)-2H-indazol-3-yl]pyrimidin-4-yl]-4-piperidinyl]methoxy]-1-piperidinyl]methyl]-1-piperidinyl]isoindoline-1,3-dione